7'-(2,6-dioxopiperidin-3-yl)-2'H-spiro[azetidine-3,3'-[1,4]oxazino[2,3-f]isoindole]-6',8'(4'H,7'H)-dione O=C1NC(CCC1N1C(C=2C=C3C(=CC2C1=O)OCC1(N3)CNC1)=O)=O